COC=O Methylformat